benzyl 4-(aminomethyl)-4-(3-fluoropyridin-2-yl)piperidine-1-carboxylate NCC1(CCN(CC1)C(=O)OCC1=CC=CC=C1)C1=NC=CC=C1F